NC1=NC=CC(=C1)C1=C(C=2C(N(C(C(C2N1)C)C)C)=O)C1=CC=CC=C1 2-(2-Aminopyridin-4-yl)-5,6,7-trimethyl-3-phenyl-1,5,6,7-tetrahydro-4H-pyrrolo[3,2-c]pyridin-4-one